FC=1C(=NC(=NC1)N[C@H]1[C@@H](COCC1)O)C=1C=C2C(=C(C=NC2=CC1)CN1C[C@@H](CC1)F)C(C)C (3S,4R)-4-((5-fluoro-4-(3-(((R)-3-fluoropyrrolidin-1-yl)methyl)-4-isopropylquinolin-6-yl)pyrimidin-2-yl)amino)tetrahydro-2H-pyran-3-ol